1H-indole-5-carboxylic acid N1C=CC2=CC(=CC=C12)C(=O)O